FC(C=1C=C(N=NC1C1=C(C=C(C=C1)C)O)N1[C@@H]2[C@H](OCC1)CCN(C2)C(=O)OC(C)(C)C)F tert-butyl (4aS,8aR)-4-[5-(difluoromethyl)-6-(2-hydroxy-4-methyl-phenyl)pyridazin-3-yl]-3,4a,5,7,8,8a-hexahydro-2H-pyrido[4,3-b][1,4]oxazine-6-carboxylate